CN(C1=NC(=CC=C1)NCC1CCOCC1)C 2-dimethylamino-6-[(tetrahydro-pyran-4-ylmethyl)-amino]-pyridin